6-AMINOCAPROATE NCCCCCC(=O)[O-]